C(C)N1C=CC2=CC=CC=C12 1-ethyl-indole